C[Si](C1=CC2=C(SC3=C2C=C(S3)[Si](C)(C)C)S1)(C)C 2,5-bis(trimethylsilyl)-dithieno[2,3-b:3',2'-d]thiophene